2-(2,6-dioxopiperidin-3-yl)-5-((3-(3-(4-(7-((1R,4R)-5-methyl-2,5-diazabicyclo[2.2.1]heptan-2-yl)quinoxalin-2-yl)-1H-pyrazol-1-yl)cyclobutyl)propyl)amino)isoindoline-1,3-dione O=C1NC(CCC1N1C(C2=CC=C(C=C2C1=O)NCCCC1CC(C1)N1N=CC(=C1)C1=NC2=CC(=CC=C2N=C1)N1[C@H]2CN([C@@H](C1)C2)C)=O)=O